BrC1=C(C=2C=CN(C2C=C1)C)C(=O)OC methyl 5-bromo-1-methyl-indole-4-carboxylate